CC=1N=C(C2=C(N1)OC=C2C(=O)N2CCC(CC2)C2=NN(C=N2)C)NC2(CC2)C methyl-5-[4-(1-methyl-1H-1,2,4-triazol-3-yl)piperidine-1-carbonyl]-N-(1-methylcyclopropyl)furo[2,3-d]pyrimidin-4-amine